1-(6-aminopyridin-3-yl)-6-chloro-7-fluoro-4-oxoquinoline-3-carboxylic acid ethyl ester C(C)OC(=O)C1=CN(C2=CC(=C(C=C2C1=O)Cl)F)C=1C=NC(=CC1)N